[4-methyl-6-(methylamino)pyrimidin-2-yl-amino-2,3-dihydrobenzofuran-7-yl]-2,3,4,7-tetrahydroazepine-1-carboxylate CC1=NC(=NC(=C1)NC)C1(OC2=C(C1)C=CC=C2OC(=O)N2CCCC=CC2)N